1-(6-bromo-2-pyridyl)-4-methyl-piperazine BrC1=CC=CC(=N1)N1CCN(CC1)C